F[Sb-](F)(F)(F)(F)F.OC(COC1=CC=C(C=C1)[I+]C1=CC=CC=C1)CCCCCCCCCCCC [4-(2-Hydroxy-1-tetradecyloxy)phenyl]phenyliodonium hexafluoroantimonat